6-Fluoro-7-(morpholin-4-yl)-4-oxo-N-[(2S)-1,1,1-trifluorobutan-2-yl]-1-(2,4,6-trifluoro-phenyl)-1,4-dihydro-1,8-naphthyridine-3-carboxamide FC=1C=C2C(C(=CN(C2=NC1N1CCOCC1)C1=C(C=C(C=C1F)F)F)C(=O)N[C@H](C(F)(F)F)CC)=O